tert-butyl ((2-(3-(1-(difluoro(4-methyl-4H-1,2,4-triazol-3-yl)methyl)cyclobutyl)phenyl)-3-oxo-7-(trifluoromethyl)isoindolin-5-yl)methyl)(1-methylcyclobutyl)carbamate FC(C1(CCC1)C=1C=C(C=CC1)N1CC2=C(C=C(C=C2C1=O)CN(C(OC(C)(C)C)=O)C1(CCC1)C)C(F)(F)F)(C1=NN=CN1C)F